Methyl 5-((2-((tert-butoxycarbonyl)amino)ethyl)amino)benzo[c][2,6]naphthyridine-8-carboxylate C(C)(C)(C)OC(=O)NCCNC1=NC2=C(C3=CN=CC=C13)C=CC(=C2)C(=O)OC